2-(2,5-Dichlorophenyl)-N-{3-sulfamoyl-4-[4-(trifluoromethyl)-1H-pyrazol-1-yl]phenyl}acetamide ClC1=C(C=C(C=C1)Cl)CC(=O)NC1=CC(=C(C=C1)N1N=CC(=C1)C(F)(F)F)S(N)(=O)=O